Cl.CN(CCC(=O)N=C=NCC)C N-(3-dimethylaminopropoyl)-N'-ethylcarbodiimide hydrochloride